2-methyl-chroman-5-sulfonamide CC1OC=2C=CC=C(C2CC1)S(=O)(=O)N